C(C)OC(CC1=CC(=CC=C1)CBr)=O (3-bromomethyl-phenyl)-acetic acid ethyl ester